FC=1C=CC(=NC1)C1=NN2C(COC(C2)(C)C)=C1C1=CC(=NC=C1C)NC(CC)=O N-(4-(2-(5-Fluoropyridin-2-yl)-6,6-dimethyl-6,7-dihydro-4H-pyrazolo[5,1-c][1,4]oxazin-3-yl)-5-methylpyridin-2-yl)propionamide